8-(3,3-difluorocyclopentyl)-N-(3-fluoro-5-(1-(6-fluoropyridin-3-yl)-1H-pyrazol-4-yl)Benzyl)-7H-purine-6-carboxamide FC1(CC(CC1)C1=NC2=NC=NC(=C2N1)C(=O)NCC1=CC(=CC(=C1)C=1C=NN(C1)C=1C=NC(=CC1)F)F)F